2-chloro-5-iodo-N-(6-methoxypyridin-2-yl)pyrimidin ClC1N(C=C(C=N1)I)C1=NC(=CC=C1)OC